C(C)C(CO)(CC)O 2-Ethylbutan-1,2-diol